(S)-6-amino-2-ethoxy-9-(4-(((1-hydroxy-3-phenylpropan-2-yl)amino)methyl)-2-methoxybenzyl)-9H-purin-8-ol NC1=C2N=C(N(C2=NC(=N1)OCC)CC1=C(C=C(C=C1)CN[C@H](CO)CC1=CC=CC=C1)OC)O